1-(benzenesulfonyl)-1H-indole-2-carbaldehyde C1(=CC=CC=C1)S(=O)(=O)N1C(=CC2=CC=CC=C12)C=O